(1S,2S,3S)-N-[7-chloro-6-[4-((3R,4R)-4-hydroxy-3-methyl-tetrahydrofuran-3-yl)piperazin-1-yl]-3-isoquinolinyl]-2,2-dimethyl-3-tetrahydropyran-2-yl-cyclopropanecarboxamide ClC1=C(C=C2C=C(N=CC2=C1)NC(=O)[C@@H]1C([C@H]1[C@H]1OCCCC1)(C)C)N1CCN(CC1)[C@@]1(COC[C@@H]1O)C